2-((S)-1-(2-fluoroacryloyl)-4-(2-(((S)-1-(methyl-d3)pyrrolidin-2-yl)methoxy)-7-(8-(methyl-14C)naphthalen-1-yl)-5,6,7,8-tetrahydropyrido[3,4-d]pyrimidin-4-yl)piperazin-2-yl)acetonitrile FC(C(=O)N1[C@H](CN(CC1)C=1C2=C(N=C(N1)OC[C@H]1N(CCC1)C([2H])([2H])[2H])CN(CC2)C2=CC=CC1=CC=CC(=C21)[14CH3])CC#N)=C